((3R,4R)-4-(((6-(Cyclopropyl(4-(trifluoromethyl)benzyl)amino)-5-fluoropyrimidin-4-yl)amino)methyl)-3-hydroxypiperidin-1-yl)-2-(tetrahydro-2H-pyran-4-yl)acetamide C1(CC1)N(C1=C(C(=NC=N1)NC[C@@H]1[C@H](CN(CC1)C(C(=O)N)C1CCOCC1)O)F)CC1=CC=C(C=C1)C(F)(F)F